4-Chloro-N-[3-(trifluoromethyl)phenyl]nicotinamide-1-oxide ClC1=CC=[N+](C=C1C(=O)NC1=CC(=CC=C1)C(F)(F)F)[O-]